8-chloro-2-(1-((3,3-difluorocyclobutyl)methyl)-5-methyl-1H-pyrazol-4-yl)-7-((2-methyl-1H-benzo[d]imidazol-6-yl)oxy)quinoxaline ClC=1C(=CC=C2N=CC(=NC12)C=1C=NN(C1C)CC1CC(C1)(F)F)OC=1C=CC2=C(NC(=N2)C)C1